2'-((5-chloro-2-((2-methoxy-4-(4-(4-methylpiperazin-1-yl)piperidin-1-yl)phenyl)amino)pyrimidin-4-yl)amino)-2-hydroxy-6-methoxy-[1,1'-biphenyl]-3-carbaldehyde ClC=1C(=NC(=NC1)NC1=C(C=C(C=C1)N1CCC(CC1)N1CCN(CC1)C)OC)NC1=C(C=CC=C1)C1=C(C(=CC=C1OC)C=O)O